tert-butyl 4-((2-carbamoylfuro[2,3-c]pyridin-5-yl)methyl)piperidine-1-carboxylate C(N)(=O)C1=CC=2C(=CN=C(C2)CC2CCN(CC2)C(=O)OC(C)(C)C)O1